(R)-6-(2-hydroxy-2-(3'-(trifluoromethoxy)-[1,1'-biphenyl]-3-yl)acetyl)-2-(1-(3-isopropylphenyl)cyclopropyl)-5,6,7,8-tetrahydropyrido[4,3-d]pyrimidin-4(3H)-one O[C@@H](C(=O)N1CC2=C(N=C(NC2=O)C2(CC2)C2=CC(=CC=C2)C(C)C)CC1)C=1C=C(C=CC1)C1=CC(=CC=C1)OC(F)(F)F